(E)-N-butyl-2-methylprop-2-en-1-imine C(CCC)/N=C/C(=C)C